(R)-1-(4-(2-(4-amino-4-methylpiperidin-1-yl)pyrido[2,3-b]pyrazin-6-yl)-3-chloropyridin-2-yl)pyrrolidin-3-ol NC1(CCN(CC1)C=1N=C2C(=NC1)N=C(C=C2)C2=C(C(=NC=C2)N2C[C@@H](CC2)O)Cl)C